C[Si](OC=1C=C(C=CC1O[Si](C)(C)C)C=C)(C)C 3,4-bis(trimethylsilyloxy)-1-vinylbenzene